2-hexyldecyl 8-{8-[(2-butyloctyl)oxy]-N-[3-(dimethylamino)propoxy]-8-oxooctanamido}octadecanoate C(CCC)C(COC(CCCCCCC(=O)N(OCCCN(C)C)C(CCCCCCC(=O)OCC(CCCCCCCC)CCCCCC)CCCCCCCCCC)=O)CCCCCC